FC1([C@@H](COC1)NC(N([C@@H](C)C1=C(C=NC=C1)C)C)=O)F 3-[(3R)-4,4-difluorotetrahydrofuran-3-yl]-1-methyl-1-[(1S)-1-(3-methyl-4-pyridyl)ethyl]urea